C(C)(C)(C)OC(=O)N[C@H](C(=O)O)CC1=CC=NC2=CC=CC=C12 (S)-2-((tert-butoxycarbonyl)amino)-3-(quinolin-4-yl)propanoic acid